ClC=1C=CC(=C(C1)C1=CC(=C(N=N1)SC1(C(OCC1)=O)C)NC1=CC(=NC=C1)NC(CCN1CCN(CC1)C)=O)F N-(4-{[6-(5-chloro-2-fluorophenyl)-3-[(3-methyl-2-oxooxolan-3-yl)sulfanyl]pyridazin-4-yl]amino}pyridin-2-yl)-3-(4-methylpiperazin-1-yl)propanamide